C(C)(C)C1=CC2=C(C=C(C2=C(C=C1)C)SC1=CC2=CC=CC=C2C=C1)C 5-Isopropyl-3,8-dimethyl-azulen-1-yl-(naphthalene-2-yl)sulfane